2-((phenylthio)methyl)thiirane C1(=CC=CC=C1)SCC1SC1